CC1CNCCN1C1=CC=CC=C1 3-methyl-4-phenyl-piperazin